C1(CC1)C1=NC=NC(=C1C1=NC=C2N(C(N(C2=N1)CC1=CC=C(C=C1)C=1N(C=C(N1)C(F)(F)F)C)=N)C)OC 2-(4-cyclopropyl-6-methoxy-pyrimidin-5-yl)-7-methyl-9-[[4-[1-methyl-4-(trifluoromethyl)imidazol-2-yl]phenyl]methyl]purin-8-imine